1,5-dinitropyrene [N+](=O)([O-])C1=CC=C2C=C(C3=CC=CC4=CC=C1C2=C34)[N+](=O)[O-]